tert-butyl 4-(4-chloro-6-oxo-1-(2,2,2-trifluoroethyl)-2-(trifluoromethyl)-1,6-dihydrochromeno[7,8-d]imidazol-8-yl)piperidine-1-carboxylate ClC1=CC=2C(C=C(OC2C2=C1N=C(N2CC(F)(F)F)C(F)(F)F)C2CCN(CC2)C(=O)OC(C)(C)C)=O